3,3,3-trifluoro(dimethyl-1,3-oxazol-2-yl)propen-2-ol FC(C(=CC=1OC(=C(N1)C)C)O)(F)F